2,3-dihydroxybutyl-CoA OC(CSCCNC(CCNC([C@@H](C(COP(OP(OC[C@@H]1[C@H]([C@H]([C@@H](O1)N1C=NC=2C(N)=NC=NC12)O)OP(=O)(O)O)(=O)O)(=O)O)(C)C)O)=O)=O)C(C)O